C(CCCCC\C=C/C\C=C/C\C=C/C\C=C/C\C=C/CC)(=O)OCC (7Z,10Z,13Z,16Z,19Z)-ethyl docosa-7,10,13,16,19-pentaenoate